COC(C=1C(C(=O)OC)=CC(=C(C1)F)F)=O 4,5-Difluorophthalic acid dimethyl ester